2-(iodo(phenyl)methylene)-4-p-toluenesulfonyl-3,4-dihydro-2H-benzo[b][1,4]thiazine-1-oxide IC(=C1CN(C2=C(S1=O)C=CC=C2)S(=O)(=O)C2=CC=C(C)C=C2)C2=CC=CC=C2